FC(C=1C(=CNC(C1)=O)C(=O)NC1=C(C=C(C(=C1)C=1CCNCC1)F)N1C[C@@H](N([C@@H](C1)C)C)C)F 4-(difluoromethyl)-N-(4-fluoro-5-(1,2,3,6-tetrahydropyridin-4-yl)-2-((3S,5R)-3,4,5-trimethylpiperazin-1-yl)phenyl)-6-oxo-1,6-dihydropyridine-3-carboxamide